FC(C(=O)[O-])(F)F.COC=1C=C(\C=C\2/CC(C\C(\C2=O)=C/C2=CC(=C(C=C2)OC)OC)NC(C[NH+](C)C)=O)C=CC1OC 2-((3,5-Bis((E)-3,4-dimethoxybenzylidene)-4-oxocyclohexyl)amino)-N,N-dimethyl-2-oxoethan-1-aminium trifluoroacetate